BrC=1N=C2C(=NC1)N(C=C2I)S(=O)(=O)C2=CC=C(C)C=C2 Bromo-7-iodo-5-(p-toluenesulfonyl)-5H-pyrrolo[2,3-b]pyrazine